CC1=CN=C(O1)CC(=O)NC1=NNC(=C1)[C@H]1C[C@H](CC1)N(C([O-])=O)C1(COCC1)C (1S,3R)-3-(3-{[(5-methyl-1,3-oxazol-2-yl)acetyl]amino}-1H-pyrazol-5-yl)cyclopentyl[(3ξ)-3-methyltetrahydrofuran-3-yl]carbamate